5-[5-amino-2-[(2,6-difluorophenyl)methyl]-7-(2H-1,2,3-triazol-2-yl)-[1,2,4]triazolo[1,5-c]pyrimidin-8-yl]-1-methyl-1,2-dihydropyridin-2-one NC1=NC(=C(C=2N1N=C(N2)CC2=C(C=CC=C2F)F)C=2C=CC(N(C2)C)=O)N2N=CC=N2